BrC=1C(=C(C(=CC1)[N+](=O)[O-])N1C[C@@H](NCC1)CO)C(F)(F)F (2R)-4-[3-bromo-6-nitro-2-(trifluoromethyl)phenyl]-2-(hydroxymethyl)piperazin